5-(3-bromo-5-(difluoromethyl)-2-methoxyphenoxy)-3-(4-methoxybenzyl)-6-(1,1,2,2-tetrafluoroethyl)pyrimidin-4(3H)-one BrC=1C(=C(OC=2C(N(C=NC2C(C(F)F)(F)F)CC2=CC=C(C=C2)OC)=O)C=C(C1)C(F)F)OC